5-(4-benzyloxy-6-chloro-2-methyl-3-pyridyl)oxazolidine-2-one C(C1=CC=CC=C1)OC1=C(C(=NC(=C1)Cl)C)C1CNC(O1)=O